ClC=1C=C(C=CC1C(=O)N1CCN(CC1)C(=O)C1CCN(CC1)C)NC(=O)C=1N(C(=CN1)C=1C(=NNC1)C(F)(F)F)C N-[3-chloro-4-[4-(1-methylpiperidine-4-carbonyl)piperazine-1-carbonyl]phenyl]-1-methyl-5-[3-(trifluoromethyl)-1H-pyrazol-4-yl]imidazole-2-carboxamide